O=C1N(C2=CC=CC=C2C(N1CCC1=CC=CC=C1)=O)CC=1C=C(C(=O)NO)C=CC1 3-((2,4-dioxo-3-phenethyl-3,4-dihydroquinazolin-1(2H)-yl)methyl)-N-hydroxybenzamide